(S)-2-(1-acryloylpyrrolidin-3-yl)-4-amino-6-(7-methoxy-5-methylbenzo[b]thiophen-2-yl)-1H-pyrimidine-6-carboxamide C(C=C)(=O)N1CC(CC1)C=1N[C@@](C=C(N1)N)(C(=O)N)C1=CC2=C(S1)C(=CC(=C2)C)OC